[(R)-4-(6-Amino-4-methyl-pyridin-3-yl)-2-hydroxymethyl-piperazin-1-yl]-(4-methoxy-5-phenoxy-pyridin-2-yl)-methanone NC1=CC(=C(C=N1)N1C[C@@H](N(CC1)C(=O)C1=NC=C(C(=C1)OC)OC1=CC=CC=C1)CO)C